ClC=1C(=C2C=NNC2=C(C1F)OC)C=1C=CC=2N(C1)C=C(N2)NC(=O)[C@H]2[C@H](C2)F (1S,2S)-N-(6-(5-chloro-6-fluoro-7-methoxy-1H-indazol-4-yl)imidazo[1,2-a]pyridin-2-yl)-2-fluorocyclopropane-1-carboxamide